(1S,3S,5R)-5-((2-azidoethoxy)methyl)-2-((4-(4-fluorophenoxy)benzoyl)glycyl)-2-azabicyclo[3.1.0]hexane-3-carboxylic acid N(=[N+]=[N-])CCOC[C@@]12C[C@H](N([C@H]2C1)C(CNC(C1=CC=C(C=C1)OC1=CC=C(C=C1)F)=O)=O)C(=O)O